N-(1-benzyl-3-methyl-6-(1-methyl-1H-pyrazol-5-yl)-2-oxo-2,3-dihydro-1H-benzo[d]imidazol-4-yl)acetamide C(C1=CC=CC=C1)N1C(N(C2=C1C=C(C=C2NC(C)=O)C2=CC=NN2C)C)=O